2'-bromo-3-chloro-3'-fluoro-4-((1S,2S)-2-(5-fluoropyridin-3-yl)cyclopropyl)-5',6-dimethyl-2H-[1,4'-bipyridin]-2-one BrC1=NC=C(C(=C1F)N1C(C(=C(C=C1C)[C@@H]1[C@H](C1)C=1C=NC=C(C1)F)Cl)=O)C